(S,Z)-1-((5-chloro-[1,1'-biphenyl]-2-yl)sulfonyl)-4-fluoro-N-(1-(methylsulfonyl)pent-1-en-3-yl)piperidine-4-carboxamide ClC=1C=CC(=C(C1)C1=CC=CC=C1)S(=O)(=O)N1CCC(CC1)(C(=O)N[C@H](\C=C/S(=O)(=O)C)CC)F